CC1([C@@H]2CC[C@H]([C@H]1C2)CN2C([C@@H]1N(CCN(C1)C#N)CC2)=O)C (R)-8-(((1R,2R,5R)-6,6-dimethylbicyclo[3.1.1]heptan-2-yl)methyl)-9-oxooctahydro-2H-pyrazino[1,2-a]pyrazine-2-carbonitrile